(dodecyl)ammonium C(CCCCCCCCCCC)[NH3+]